FC1=C(C=C(C=C1)C(=O)NN)B(O)O 2-FLUORO-5-(HYDRAZINOCARBONYL)BENZENEBORONIC ACID